C(C)(C)C1CC(C(CC1)C(=O)O)C(=O)O 4-isopropylcyclohexane-1,2-dicarboxylic acid